([tris(hydroxymethyl)methylamino])Propanesulfonic acid OCC(NC(CC)S(=O)(=O)O)(CO)CO